F[C@H]1[C@@H]2CCCC(C[C@H]1N(C=1N=CC(=NC1)C1=C(C=C(C=C1)C=1N=NC(=CC1)C)O)C)N2 2-(5-{[(1S,2S,3R)-2-fluoro-9-azabicyclo[3.3.1]nonan-3-yl](methyl)amino}pyrazin-2-yl)-5-(6-methylpyridazin-3-yl)phenol